O=C1NC(CCC1N1C(C2=CC=CC(=C2C1)C#CCCCCCCCN1CCN(CC1)C1=CC=C(N=N1)C(=O)N1CCC(CC1)CCCCNC(\C=C\C=1C=NC=CC1)=O)=O)=O (E)-N-(4-(1-(6-(4-(9-(2-(2,6-dioxopiperidin-3-yl)-1-oxoisoindoline-4-yl)non-8-yn-1-yl)piperazin-1-yl)pyridazin-3-carbonyl)piperidin-4-yl)butyl)-3-(pyridin-3-yl)acrylamide